5-(2-hydroxypropan-2-yl)isoxazol OC(C)(C)C1=CC=NO1